CC=1N=CC(=NC1)C1=NN2C(NC=CC2=O)=C1 2-(5-methylpyrazin-2-yl)-4H-pyrazolo[1,5-a]pyrimidin-7-one